NC=1C=C(C=C(C1)C(F)(F)F)[C@@H](C)NC(=O)C1=NN(C(C=C1)=O)[C@H]1[C@@H](CCCC1)O N-((R)-1-(3-amino-5-(trifluoromethyl)phenyl)ethyl)-1-((1R,2R)-2-hydroxycyclohexyl)-6-Oxo-1,6-dihydropyridazine-3-carboxamide